2-phenyl-2,2-dimethoxyacetyl-benzene C1(=CC=CC=C1)C(C(=O)C1=CC=CC=C1)(OC)OC